SC(SC(C)S)C dimercapto-3-thiapentane